isopropyl (3,5,7-trimethyloctyl) oxalate C(C(=O)OCCC(CC(CC(C)C)C)C)(=O)OC(C)C